Benzyl 2-chloro-2-oxo-acetate ClC(C(=O)OCC1=CC=CC=C1)=O